OC=C(C(=O)N[C@H](C)C1=CC=CC=C1)C1=CC=C(C=C1)C#CCCC (2S)-3-Hydroxy-2-[4-(pent-1-yn-1-yl)phenyl]-N-[(1R)-1-phenylethyl]propenamide